2-(2,3-dihydrobenzo[b][1,4]dioxin-6-yl)-4,4,5,5-tetramethyl-1,3,2-dioxaborolane O1C2=C(OCC1)C=C(C=C2)B2OC(C(O2)(C)C)(C)C